(S)-3'',5'-dichloro-4''-((3,5-difluoropyridin-2-yl)methoxy-d2)-3-(2-hydroxypropan-2-yl)-6''-methyl-2h,2''h-[1,2':4',1''-terpyridin]-2,2''-dione ClC=1C(N(C(=CC1OC([2H])([2H])C1=NC=C(C=C1F)F)C)C1=CC(=NC=C1Cl)N1C(C(=CC=C1)C(C)(C)O)=O)=O